3,6-anhydro-L-galactopyranose OC1[C@@H](O)[C@H]2[C@H](O)[C@@H](O1)CO2